FC1=C(C(=O)NC2=C(C=CC=C2)C(NCCC2=CC=CC=C2)=O)C=CC(=C1)OC 2-fluoro-4-methoxy-N-(2-(phenethylcarbamoyl)phenyl)benzamide